CC(\C=N\CC(=O)OCC)(C)C Ethyl (E)-2-((2,2-dimethylpropylidene)amino)acetate